methyl (R)-2-cyano-4-(2-(hydroxymethyl)morpholino)benzoate C(#N)C1=C(C(=O)OC)C=CC(=C1)N1C[C@@H](OCC1)CO